CCC(=C)CC\C=C(\C)/CCC=C(C)C (Z)-β-farnesene